3-(4-fluorophenyl)-2-(2,2,2-trifluoroethyl)benzofuran tert-butyl-1-[(3-chloro-2-fluorophenyl)methyl]-4,4-difluoro-7-oxo-8-oxa-2,6-diazaspiro[4.5]decane-2-carboxylate C(C)(C)(C)OC(=O)N1C(C2(C(C1)(F)F)NC(OCC2)=O)CC2=C(C(=CC=C2)Cl)F.FC2=CC=C(C=C2)C2=C(OC1=C2C=CC=C1)CC(F)(F)F